2-naphthylboronic acid C1=C(C=CC2=CC=CC=C12)B(O)O